[C@H](C)(CC)[C@@H]1N=C(C2=C(N(C1=O)CC(=O)O)C=CC(=C2)N(C)C)C2=CC=CC=C2 2-((S)-3-((S)-sec-butyl)-7-(dimethylamino)-2-oxo-5-phenyl-2,3-dihydro-1H-benzo[e][1,4]diazepin-1-yl)acetic acid